CC1=NC(=CC(=C1S(=O)(=O)N1CC2(C1)CN(C2)C2CC1(CN(C1)C[C@@H]1COCC1)C2)C)C(F)(F)F |r| rac-2-((2,4-dimethyl-6-(trifluoromethyl)pyridin-3-yl)sulfonyl)-6-(2-((tetrahydrofuran-3-yl)methyl)-2-azaspiro[3.3]heptan-6-yl)-2,6-diazaspiro[3.3]heptane